O=CCCCCCCCCCCC(=O)[O-] 12-oxododecanoate